dimethoxycoumarin COC1=C(C(=O)OC2=CC=CC=C21)OC